O1[C@@H](CC1)CN1C=NC2=C1CC(CC2)C(=O)O 1-(((S)-oxetan-2-yl)methyl)-4,5,6,7-tetrahydro-1H-benzo[d]Imidazole-6-carboxylic acid